C[Si](O[Si](C)(C)CCCNC(C)=O)(C)CCCNC(C)=O N,N'-((1,1,3,3-tetramethyldisiloxane-1,3-diyl)bis(propane-3,1-diyl))diacetamide